tert-butyl (3S,5S)-3-[[4-[4-[2,3-difluoro-4-(2,2,2-trifluoroethylsulfonylamino)phenoxy]-2-methyl-thiazol-5-yl]pyrimidin-2-yl]amino]-5-fluoro-piperidine-1-carboxylate FC1=C(OC=2N=C(SC2C2=NC(=NC=C2)N[C@@H]2CN(C[C@H](C2)F)C(=O)OC(C)(C)C)C)C=CC(=C1F)NS(=O)(=O)CC(F)(F)F